ClC1=C(C=C2C(=C(N(C2=C1F)C)C1=NC(=NN1)C(CN(C)C)OC)C=1C=NNC1)OC 2-(5-(6-chloro-7-fluoro-5-methoxy-1-methyl-3-(1H-pyrazol-4-yl)-1H-indol-2-yl)-1H-1,2,4-triazol-3-yl)-2-methoxy-N,N-dimethylethan-1-amine